IC=1C(=NC(=C(C(=O)OC)C1)N1CCC(CCC1)(F)F)C methyl 5-iodo-2-(4,4-difluoroazepan-1-yl)-6-methylnicotinate